N-((4-(1-((6-cyanopyridin-2-yl)methyl)-1H-pyrazol-3-yl)-6-(4-fluorophenyl)pyridin-3-yl)methyl)acrylamide C(#N)C1=CC=CC(=N1)CN1N=C(C=C1)C1=C(C=NC(=C1)C1=CC=C(C=C1)F)CNC(C=C)=O